N-(2-oxo-2-((2'-oxo-1,1',2',3-tetrahydrospiro[indene-2,3'-pyrrolo[2,3-b]pyridin]-5-yl)amino)ethyl)-1-(pyridin-2-yl)piperidine-4-carboxamide O=C(CNC(=O)C1CCN(CC1)C1=NC=CC=C1)NC=1C=C2CC3(C(NC4=NC=CC=C43)=O)CC2=CC1